[Rh+].ClC1=CCCC=CCC1 chloro(1,5-cyclooctadiene) rhodium (i)